phenyl (4-chloro-2,6-dicyclopropylphenyl)carbamate ClC1=CC(=C(C(=C1)C1CC1)NC(OC1=CC=CC=C1)=O)C1CC1